7-chloro-N-((4R,5S,7R,8R,9S,10R)-8,10-dihydroxy-7-(hydroxymethyl)-9-(4-(3,4,5-trifluorophenyl)-1H-pyrazol-1-yl)-1,6-dioxaspiro[4.5]decan-4-yl)-1-naphthamide ClC1=CC=C2C=CC=C(C2=C1)C(=O)N[C@@H]1CCO[C@]12O[C@@H]([C@@H]([C@@H]([C@H]2O)N2N=CC(=C2)C2=CC(=C(C(=C2)F)F)F)O)CO